N-(3,5-difluoro-4-((1R,3R)-3-methyl-2-(2,2,2-trifluoroethyl)-2,3,4,9-tetrahydro-1H-pyrido[3,4-b]indol-1-yl)phenyl)-1-(3-fluoropropyl)azetidin-3-amine FC=1C=C(C=C(C1[C@H]1N([C@@H](CC2=C1NC1=CC=CC=C21)C)CC(F)(F)F)F)NC2CN(C2)CCCF